4-(5-chloro-1H-benzo[d]imidazol-2-yl)phenol ClC1=CC2=C(NC(=N2)C2=CC=C(C=C2)O)C=C1